2-(6-(Bis(4-methoxybenzyl)amino)-2-butoxy-5-nitropyrimidin-4-yl)malonic acid dimethyl ester COC(C(C(=O)OC)C1=NC(=NC(=C1[N+](=O)[O-])N(CC1=CC=C(C=C1)OC)CC1=CC=C(C=C1)OC)OCCCC)=O